2-(1-allyl-6-(N-methylhept-6-en-1-ylsulfonamido)-1H-pyrrolo[2,3-b]pyridin-2-yl)-7-methoxy-1-methyl-1H-benzo[d]imidazole-5-carboxylic acid methyl ester COC(=O)C1=CC2=C(N(C(=N2)C2=CC=3C(=NC(=CC3)N(S(=O)(=O)CCCCCC=C)C)N2CC=C)C)C(=C1)OC